O1CCOC2=NC=C(C=C21)S(=O)(=O)N2CC1=C(C2)CN(C1)C([C@@H](CO)C1=CC=CC=C1)=O (R)-1-(5-((2,3-dihydro[1,4]dioxino[2,3-b]pyridin-7-yl)sulfonyl)-3,4,5,6-tetrahydropyrrolo[3,4-c]pyrrol-2(1H)-yl)-3-hydroxy-2-phenylpropan-1-one